O-Menthylsuccinamid C1(C(CCCC1)C(C)C)(C)C(C(=O)N)CC(=O)N